CN([C@@H]1[C@@H](CCCC1)NC(=O)C=1SC=2N=CC=C3N(C(NC1C23)=O)C2=C(C=C(C=C2)OC2=CC=CC=C2)C)C N-((1R,2S)-2-(Dimethylamino)cyclohexyl)-5-(2-methyl-4-phenoxyphenyl)-4-oxo-4,5-dihydro-3H-1-thia-3,5,8-triazaacenaphthylene-2-carboxamide